NC=1C(=NC(=CC1)OC)CC(C)N(C(=O)OC(C)(C)C)CC1=C(C=CC(=C1)F)NC1=C(C(=O)O)C=C(C(=C1)C(F)(F)F)F 2-((2-(((1-(3-amino-6-methoxypyridin-2-yl)propan-2-yl)(tert-butoxycarbonyl)amino)methyl)-4-fluorophenyl)amino)-5-fluoro-4-(trifluoromethyl)benzoic acid